morpholineamide N1(CCOCC1)C(=O)N